6-bromo-N-(3-(1-methylpiperidin-4-yl)-1-(pyridin-2-yl)-1H-pyrazol-5-yl)picolinamide BrC1=CC=CC(=N1)C(=O)NC1=CC(=NN1C1=NC=CC=C1)C1CCN(CC1)C